(R)-imino({[(3R)-1-(8-methoxyquinazolin-4-yl)pyrrolidin-3-yl]methyl})methyl-λ6-sulfanone N=[S@@](=O)(C)C[C@H]1CN(CC1)C1=NC=NC2=C(C=CC=C12)OC